C1(CC1)C1=NNC(=C1)NC(=O)NC1=NC(=CC=C1)C1=NN=CN1C(C)C 1-(3-cyclopropyl-1H-pyrazol-5-yl)-3-(6-(4-isopropyl-4H-1,2,4-triazol-3-yl)pyridin-2-yl)urea